oxa-2,4,8-triazaspiro[4.5]dec-2-en-8-carboxylate O1N=CNC12CCN(CC2)C(=O)[O-]